FC=1C(=CC=2C(=NN(N2)C)C1)NC(=O)N1CCC=2C1=NC=CC2N2C[C@@H](N([C@@H](C2)C)C(=O)OC(C)(C)C)C tert-butyl (2S,6R)-4-(1-((6-fluoro-2-methyl-2H-benzo[d][1,2,3]triazol-5-yl)carbamoyl)-2,3-dihydro-1H-pyrrolo[2,3-b]pyridin-4-yl)-2,6-dimethylpiperazine-1-carboxylate